FC=1C=NC=CC1CC1=C(C2=NC=CC(=C2S1)N)C [(3-fluoropyridin-4-yl)methyl]-3-methylthieno[3,2-b]pyridin-7-amine